BrC=1C=NC(=C(C#N)C1)N1CC(C1)(CC)NCC1CC1 5-bromo-2-(3-((cyclopropylmethyl)amino)-3-ethylazetidin-1-yl)nicotinonitrile